COC(=O)C1=CC=C2C(=C1)NC(C21CCOCC1)=O 2-oxo-2',3',5',6'-tetrahydrospiro[indoline-3,4'-pyran]-6-carboxylic acid methyl ester